5-((1S,5R)-1-(5-(1,4-dimethylpiperidin-4-yl)-1,3,4-oxadiazol-2-yl)-5-(trifluoromethyl)-3-azabicyclo[3.1.0]hexan-3-yl)quinoline-8-carbonitrile CN1CCC(CC1)(C)C1=NN=C(O1)[C@@]12CN(C[C@]2(C1)C(F)(F)F)C1=C2C=CC=NC2=C(C=C1)C#N